C(C)OC(C(C)C=1CC(C=CC1)(C1=CC=C(C=C1)[N+](=O)[O-])C1=C2CCN(CC2=CC=C1)C(C1=CC=C(C=C1)[N+](=O)[O-])=O)=O (l)-3-(2-(4-nitrobenzoyl)-1,2,3,4-tetrahydroisoquinolin-5-yl)-3-(4-nitrophenyl)phenylpropionic acid ethyl ester